(5-tert-butyl-4-hydroxymethylphenyl)-propionic acid C(C)(C)(C)C=1C(=CC=C(C1)C(C(=O)O)C)CO